N1=C2N(C=C1)CCC2 5H,6H,7H-pyrrolo[1,2-a]imidazole